(4-(2-methyl-5-(trifluoromethyl)phenyl)piperazine-1-yl)((1S,2R)-2-(4-(pentafluoro-λ6-sulfaneyl)phenyl)-cyclopropyl)methanone CC1=C(C=C(C=C1)C(F)(F)F)N1CCN(CC1)C(=O)[C@@H]1[C@@H](C1)C1=CC=C(C=C1)S(F)(F)(F)(F)F